5-amino-allylcytidine-5'-triphosphate P(O)(=O)(OP(=O)(O)OP(=O)(O)O)OC[C@@H]1[C@H]([C@H]([C@@](O1)(N1C(=O)N=C(N)C(=C1)N)CC=C)O)O